(R or S)-N-(5-bromo-2-formylphenyl)-3-(3-fluoro-4-methylphenyl)-3-(1,2,4-thiadiazol-5-yl)pyrrolidine-1-carboxamide BrC=1C=CC(=C(C1)NC(=O)N1C[C@](CC1)(C1=NC=NS1)C1=CC(=C(C=C1)C)F)C=O |o1:12|